FC(C=1C=NC(=NC1)N1CCC(CC1)CC(=O)O)(F)F 2-(1-(5-(Trifluoromethyl)pyrimidin-2-yl)piperidin-4-yl)acetic acid